CC1=NC=C(C=N1)[C@H](CC(=O)O)NC(=O)C1CC(C1)CCC1=NC=2NCCCC2C=C1 (S)-3-(2-methylpyrimidin-5-yl)-3-((1R,3R)-3-(2-(5,6,7,8-tetrahydro-1,8-naphthyridin-2-yl)ethyl)cyclobutanecarboxamido)propionic acid